2-methyl-2-[(dodecylthiocarbonyl)thio]propionic acid CC(C(=O)O)(C)SC(=S)CCCCCCCCCCCC